2-(4-ethoxyphenyl)ethane-1-amine C(C)OC1=CC=C(C=C1)CCN